N-[3-(diethylamino)-2,2-dimethylpropyl]-4H,5H,6H,7H,8H,9H-cycloocta[b]thiophene-2-carboxamide C(C)N(CC(CNC(=O)C1=CC2=C(S1)CCCCCC2)(C)C)CC